ClC1=C(CNC(=O)C2C=3C=CC=NC3C3(CC2)OC3)C(=CC(=C1)Cl)C N-(2,4-dichloro-6-meth-ylbenzyl)-6',7'-dihydro-5'H-spiro[oxirane-2,8'-quinoline]-5'-carboxamide